COC1NC(CCC1N1C(C2=CC=C(C=C2C1=O)N1CCNCC1)=O)OC 2-(2,6-Dimethoxypiperidin-3-yl)-5-(piperazin-1-yl)isoindoline-1,3-dione